ClC=1C=NN2C1N=C(NC1=C2C=C(C=C1)C(=O)NCC1CC1)C1=C(C=CC=C1F)F 3-chloro-N-(cyclopropylmethyl)-5-(2,6-difluorophenyl)-6H-pyrazolo[1,5-a][1,3,5]benzotriazepine-9-carboxamide